N[C@@H]1CC[C@H](CC1)OC=1C=CC2=C(\C(\C(C=3C(=NC=NC23)N)(C)C)=N/OCC=2C(=NOC2C)C)C1 (6Z)-8-(trans-4-aminocyclohexyloxy)-6-[(3,5-dimethylisoxazol-4-yl)methoxyimino]-5,5-dimethyl-benzo[h]quinazolin-4-amine